4-(8-((2-cyclopropyl-5-ethoxy-4'-fluoro-[1,1'-biphenyl]-4-yl)methyl)-2-oxo-1,3,8-triazaspiro[4.5]decan-3-yl)benzenesulfonic acid C1(CC1)C1=C(C=C(C(=C1)CN1CCC2(CN(C(N2)=O)C2=CC=C(C=C2)S(=O)(=O)O)CC1)OCC)C1=CC=C(C=C1)F